C(CCCCCCCCCCCCCCCCCCCCCCCCCCCCC)O.OCC[N+](C)(C)C Choline triacontanol